ClC1=C(OC=2C(=NC=CC2)OCC(=O)OCC)C=C(C(=C1)F)N1C(N(C(=CC1=O)C(F)(F)F)C)=O ethyl [(3-{2-chloro-4-fluoro-5-[3-methyl-4-(trifluoromethyl)-2,6-dioxo-1,2,3,6-tetrahydropyrimidine-1-yl]phenoxy}pyridin-2-yl)oxy]acetate